chromenol C1=CC=C2C(=C1)C=CC(O2)O